BrC=1C=C(C=CC1)CCC1=NN(C(=C1)N)C(C)(C)C 3-(3-Bromophenyl-ethyl)-1-(tert-butyl)-1H-pyrazol-5-amine